ON=C(CC(C1=CC=CC=C1)P(O)(=O)CC)C (3-(hydroxyimino)-1-phenylbutyl)(ethyl)phosphinic acid